N[C@H](C(=O)OCC1=CC=CC=C1)CNC(N[C@@H]1CCC2=CC=CC=C12)=O benzyl (2S)-2-amino-3-[[(1R)-indan-1-yl]carbamoylamino]propanoate